The molecule is a metabolite of phenylbutazone obtained by hydroxylation at position 4 of one of the phenyl rings. Commonly used (as its hydrate) to treat pain, swelling and stiffness associated with arthritis and gout, it was withdrawn from the market 1984 following association with blood dyscrasis and Stevens-Johnson syndrome. It has a role as a non-steroidal anti-inflammatory drug, a non-narcotic analgesic, an antipyretic, a gout suppressant, a drug metabolite, a xenobiotic metabolite, an antineoplastic agent and an antimicrobial agent. It is a member of pyrazolidines and a member of phenols. It derives from a phenylbutazone. CCCCC1C(=O)N(N(C1=O)C2=CC=C(C=C2)O)C3=CC=CC=C3